CN(C1CCN(CC1)C1=C(C=C(C=C1)B1OC(C(O1)(C)C)(C)C)C(F)(F)F)C N,N-dimethyl-1-(4-(4,4,5,5-tetramethyl-1,3,2-dioxaborolan-2-yl)-2-(trifluoromethyl)-phenyl)piperidin-4-amine